C(C)(=O)N[C@@H](C(CC)CC)[C@@H]1[C@@H]([C@H](C[C@H]1NC(=N)N)C(=O)O)O (1S,2S,3R,4R)-3-[(S)-1-acetamido-2-ethylbutyl]4-guanidino-2-hydroxycyclopentane-1-carboxylic acid